3-(2-(4-methoxybenzoyl)-1,2,3,4-tetrahydroisoquinolin-5-yl)-3-(1-methyl-1H-benzo[d][1,2,3]triazol-5-yl)propionic acid COC1=CC=C(C(=O)N2CC3=CC=CC(=C3CC2)C(CC(=O)O)C2=CC3=C(N(N=N3)C)C=C2)C=C1